4-bromo-2-indolinone BrC1=C2CC(NC2=CC=C1)=O